(S)-3-(4-hydroxymethylpyridin-2-yl)-N-(1-(5-fluoro-2-hydroxyphenyl)ethyl)imidazo[1,2-b]pyridazin-6-amine OCC1=CC(=NC=C1)C1=CN=C2N1N=C(C=C2)N[C@@H](C)C2=C(C=CC(=C2)F)O